O=CC(CC(N1[C@H]2C(O[C@@H](C1)C2)=O)=O)NC([O-])=O 1,4-dioxo-4-((1R,4R)-3-oxo-2-oxa-5-azabicyclo[2.2.1]heptan-5-yl)butan-2-ylcarbamate